NCC=1C=C(C=CC1)C1=CC(=CC(=C1)N1CCOC2(CC2)C1)COC1=C(C=CC=C1)CC(=O)O 2-(2-((3'-(aminomethyl)-5-(4-oxa-7-azaspiro[2.5]octan-7-yl)-[1,1'-biphenyl]-3-yl)methoxy)phenyl)acetic acid